2-((1-(4-chlorophenoxy)-3,3-dimethyl-1-(1H-1,2,4-triazol-1-yl)butan-2-yl)oxy)acetic acid ClC1=CC=C(OC(C(C(C)(C)C)OCC(=O)O)N2N=CN=C2)C=C1